3-vinyl-3-(2-(vinyloxy)phenyl)cyclohexan-1-one 3,5,7-trimethylnonyl-acetate CC(CCOC(C)=O)CC(CC(CC)C)C.C(=C)C1(CC(CCC1)=O)C1=C(C=CC=C1)OC=C